7-[4-[cis-5-methyl-2,3,3a,4,6,6a-hexahydropyrrolo[2,3-c]pyrrol-1-yl]-5,6-difluoro-8-(methylamino)-9H-pyrido[2,3-b]indol-3-yl]-1-chloro-4-oxo-quinolizine-3-carboxylic acid CN1C[C@@H]2[C@H](C1)CCN2C2=C(C=NC=1NC3=C(C=C(C(=C3C12)F)F)NC)C1=CN2C(C(=CC(=C2C=C1)Cl)C(=O)O)=O